FC=1C=C(C=CC1)C=1C=C2C(=NC1)N(C(N2CC=2C=NC=NC2)=O)C 6-(3-fluorophenyl)-3-methyl-1-(pyrimidin-5-ylmethyl)imidazo[4,5-b]pyridin-2-one